CC1=C(C=C2C(=N1)NC(=N2)CCNC(C2=CC(=CC=C2)C2=NOC(=N2)C)=O)C(=O)OCC ethyl 5-methyl-2-[2-[[3-(5-methyl-1,2,4-oxadiazol-3-yl) benzoyl] amino] ethyl]-3H-imidazo[4,5-b]pyridine-6-carboxylate